NC1=NC(=NC=C1)C=1C(=NN(C1O[C@H](CCNC1=C(C=NC(=C1)Cl)C1=NC=C(C=C1F)CN1CC(C1)(CS(=O)(=O)C)C)C)C)C (S)-N-(3-((4-(4-aminopyrimidin-2-yl)-1,3-dimethyl-1H-pyrazol-5-yl)oxy)butyl)-6'-chloro-3-fluoro-5-((3-methyl-3-((methylsulfonyl)methyl)azetidin-1-yl)methyl)-[2,3'-bipyridin]-4'-amine